2-amino-3-bromo-5-chloro-N-(1-cyclopropylethyl)benzamide NC1=C(C(=O)NC(C)C2CC2)C=C(C=C1Br)Cl